C(C)(=O)C1=CC=CC=C1 Acetophenone